C(C)(C)(C)OC(=O)N1[C@H]([C@H](CC1)NS(=O)(=O)COC)CC=1C=C(C=CC1)C1=CC=CC=C1 (2S,3S)-2-(Biphenyl-3-ylmethyl)-3-(((methoxymethyl)sulfonyl)amino)pyrrolidine-1-carboxylic acid tert-butyl ester